N-Boc-leucine C(=O)(OC(C)(C)C)N[C@@H](CC(C)C)C(=O)O